BrC=1C=C(C=C(C1OC[C@@H](CCl)O)Br)C(C)(C)C1=CC=C(OC[C@H](CO)O)C=C1 (S)-3-(4-(2-(3,5-dibromo-4-((S)-3-chloro-2-hydroxypropoxy)phenyl)propan-2-yl)phenoxy)propane-1,2-diol